1-ethynyl-4-fluoro-benzene C(#C)C1=CC=C(C=C1)F